ethyl 2-(7-bromo-5-methoxybenzofuran-3-yl)acetate BrC1=CC(=CC=2C(=COC21)CC(=O)OCC)OC